(R)-1-(2-bromo-6-fluorophenyl)propan-2-amine BrC1=C(C(=CC=C1)F)C[C@@H](C)N